C(C)(C)C1=C(C(=CC=C1)C(C)C)NC(=O)NS(=O)(=O)\C=C\[C@H]1N(CCC1)C (S,E)-N-((2,6-Diisopropylphenyl)carbamoyl)-2-(1-methylpyrrolidin-2-yl)ethensulfonamid